C12CCCC(S1C(=O)N)C2 6-thia-6-azabicyclo[3.1.1]heptane-6-carboxamide